CCCCCCCC/C=C\CCCCCCCCCC(=O)O[C@H](COC(=O)CCC/C=C\C/C=C\C/C=C\C/C=C\CCCCC)COP(=O)([O-])OCC[N+](C)(C)C 1-(5Z,8Z,11Z,14Z-eicosatetraenoyl)-2-(11Z-eicosenoyl)-glycero-3-phosphocholine